5-Chloro-2-methoxy-4-(6-(2,2,2-trifluoroethoxy)pyridin-3-yl)aniline ClC=1C(=CC(=C(N)C1)OC)C=1C=NC(=CC1)OCC(F)(F)F